OC=1C(=CC2=CC=CC=C2C1)C(=O)NC1=C(C=CC(=C1)OC)OC 3-hydroxy-N-(2,5-dimethoxyphenyl)-2-naphthamide